NCCN1C(NCC1)=O 1-(2-aminoethyl)-2-imidazolidinone